C(C)OC(=O)[C@H]1[C@@H](C1)OCCN(C)C.ClC=1C=C2CC(N(C2=CC1)C(C(=O)N)CC)=O 2-(5-chloro-2-oxo-2,3-dihydro-1H-indol-1-yl)butanamide ethyl-(trans)-2-(2-(dimethylamino)ethoxy)cyclopropane-1-carboxylate